N-(3-(4-(4-(bis(4-methoxybenzyl)amino)imidazo[2,1-f][1,2,4]triazin-7-yl)-1H-pyrazol-1-yl)-4-methylphenyl)-4-(morpholinomethyl)-3-(trifluoromethyl)benzamide COC1=CC=C(CN(C2=NC=NN3C2=NC=C3C=3C=NN(C3)C=3C=C(C=CC3C)NC(C3=CC(=C(C=C3)CN3CCOCC3)C(F)(F)F)=O)CC3=CC=C(C=C3)OC)C=C1